Cl.C(C)(C)N1N=NC=2C=CC=3C=NC(=NC3C21)NC2=CC=C(C=N2)N2C(CNCC2)=O 1-(6-((1-Isopropyl-1H-[1,2,3]triazolo[4,5-h]quinazolin-8-yl)amino)pyridin-3-yl)piperazin-2-one hydrochloride